C(C(C)(C)C)C1=CC2=C(C3=CC=CC=C3C(=C2C=C1)C1=CC2=CC=CC=C2C=C1)C1=CC2=CC=CC=C2C=C1 2-neopentyl-9,10-bis(2-naphthyl)-anthracene